P(OCC(=C)C)([O-])[O-] (2-methylallyl) phosphite